[4-(1H-imidazol-1-ylmethyl)phenyl]methanol tert-butyl-(3S,5S)-3-[[6-[4-(benzenesulfonamido)-3-fluoro-phenyl]-8-isopropyl-7-oxo-pteridin-2-yl]amino]-5-fluoro-piperidine-1-carboxylate C(C)(C)(C)C1N(C[C@H](C[C@@H]1NC1=NC=2N(C(C(=NC2C=N1)C1=CC(=C(C=C1)NS(=O)(=O)C1=CC=CC=C1)F)=O)C(C)C)F)C(=O)OCC1=CC=C(C=C1)CN1C=NC=C1